N-[2-(1-benzylpiperidin-4-yl)ethyl]-1-[2-fluoro-4-(trifluoromethoxy)phenyl]piperidine-4-carboxamide C(C1=CC=CC=C1)N1CCC(CC1)CCNC(=O)C1CCN(CC1)C1=C(C=C(C=C1)OC(F)(F)F)F